C(C1=CC=CC=C1)SC=1C=C(OC2C(NC(CC2)=O)=O)C=C(C1)C 3-(3-benzylsulfanyl-5-methyl-phenoxy)piperidine-2,6-dione